ClC1=C2C(=C(N1C)C(NC1=CC(=C(C=C1)F)Cl)=O)CCC2NC(OCC2=NN(C=N2)C)=O (1-Methyl-1H-1,2,4-triazol-3-yl)methyl (3-chloro-1-((3-chloro-4-fluorophenyl) carbamoyl)-2-methyl-2,4,5,6-tetrahydrocyclopenta[c]pyrrol-4-yl)carbamate